NCCC[Si](C)(CC)CC 3-Aminopropyldiethylmethylsilan